3-amino-6-[3-(2,2-dimethylpropionylamino)-4-pyridinyl]-2-(5-methyl-1H-indazol-4-yl)pyridine-4-carboxamide nonadecyl-nonadecanoate C(CCCCCCCCCCCCCCCCCC)OC(CCCCCCCCCCCCCCCCCC)=O.NC=1C(=NC(=CC1C(=O)N)C1=C(C=NC=C1)NC(C(C)(C)C)=O)C1=C2C=NNC2=CC=C1C